2-(2-methoxyethoxy)ethyl (2E)-3-(4-{2-[4-(4-{8-[(oxan-2-yloxy)amino] octanoyl}piperazin-1-yl) phenyl]ethynyl}phenyl)prop-2-enoate O1C(CCCC1)ONCCCCCCCC(=O)N1CCN(CC1)C1=CC=C(C=C1)C#CC1=CC=C(C=C1)/C=C/C(=O)OCCOCCOC